C(C)(C)NCCCN isopropyl-1,3-propylenediamine